COC(=O)C=1N=C(SC1CC(C)C)C1=CC(=CC=C1)C1=NOC(=C1)[C@]1(C(N(CC1)C)=O)O (R)-2-(3-(5-(3-hydroxy-1-methyl-2-oxopyrrolidin-3-yl)isoxazol-3-yl)phenyl)-5-isobutylthiazole-4-carboxylic acid methyl ester